ICC1CC[NH+](CC1)C(=O)OC(C)(C)C 2-methylpropane-2-yl 4-(iodomethyl)piperidinium-1-carboxylate